COC(=O)C=1C(=CC2=C(CCO2)C1)N 6-amino-2,3-dihydrobenzofuran-5-carboxylic acid methyl ester